4-Bromo-3-hydroxyisobenzofuran-1(3H)-one BrC1=C2C(OC(C2=CC=C1)=O)O